ClC1=CC=C(COC2=C3CCCC(C3=CC=C2)NCC#C)C=C1 5-((4-chlorobenzyl)oxy)-N-(prop-2-yn-1-yl)-1,2,3,4-tetrahydronaphthalen-1-amine